C(=O)(OC(C)(C)C)NCCCC[C@@H]1NC(OC1=O)=O (S)-4-[4-(Boc-amino)butyl]oxazolidine-2,5-dione